5-(2-methyl-2H-indazol-5-yl)-2-{3-[(3S)-3-(propan-2-yl)piperazin-1-yl]-1,2,4-triazin-6-yl}phenol dihydrochloride Cl.Cl.CN1N=C2C=CC(=CC2=C1)C=1C=CC(=C(C1)O)C1=CN=C(N=N1)N1C[C@@H](NCC1)C(C)C